6-{2-[4-(1,2-Benzisoxazol-3-yl)piperazin-1-yl]ethyl}-7,8-dihydro-1,6-naphthyridin-5(6H)-one O1N=C(C2=C1C=CC=C2)N2CCN(CC2)CCN2C(C=1C=CC=NC1CC2)=O